6-((3-Fluorobicyclo[1.1.1]pentan-1-yl)(methyl)amino)-2-methylpyrido[3,4-d]pyrimidin-4(3H)-one FC12CC(C1)(C2)N(C2=CC1=C(N=C(NC1=O)C)C=N2)C